4-((3,4-dimethylbenzylidene)amino)-5-methyl-4H-1,2,4-triazole-3-thiol CC=1C=C(C=NN2C(=NN=C2C)S)C=CC1C